tert-butyl (4-(6-chloropyrazolo[1,5-a]pyrazin-4-yl)-2-methylbenzyl)carbamate ClC=1N=C(C=2N(C1)N=CC2)C2=CC(=C(CNC(OC(C)(C)C)=O)C=C2)C